BrCC=1NC(=C(C(C1C(=O)OCC)C1=C(C(=CC=C1)F)C(C)F)C(=O)OC)C(F)F 3-ethyl 5-methyl 2-(bromomethyl)-6-(difluoromethyl)-4-(3-fluoro-2-(1-fluoroethyl) phenyl)-1,4-dihydropyridine-3,5-dicarboxylate